3-(5-((3-((4'-chloro-5,5-dimethyl-3,4,5,6-tetrahydro-[1,1'-biphenyl]-2-yl)methyl)-3,6-diazabicyclo[3.1.1]heptan-6-yl)methyl)-7-fluoro-1-oxoisoindolin-2-yl)piperidine-2,6-dione ClC1=CC=C(C=C1)C1=C(CCC(C1)(C)C)CN1CC2N(C(C1)C2)CC=2C=C1CN(C(C1=C(C2)F)=O)C2C(NC(CC2)=O)=O